O=C1NC(CCC1N1C(C2=CC=C(C=C2C1=O)SCCCCCCCN1CCN(CC1)C1CCN(CC1)C1=NC=C(C(=O)N2CCC(CC2)CCCCNC(\C=C\C=2C=NC=CC2)=O)C=C1)=O)=O (E)-N-(4-(1-(6-(4-(4-(7-((2-(2,6-dioxopiperidin-3-yl)-1,3-dioxoisoindolin-5-yl)thio)heptyl)piperazin-1-yl)piperidin-1-yl)nicotinoyl)piperidin-4-yl)butyl)-3-(pyridin-3-yl)acrylamide